C(=O)O.NC1=CN=NC2=CC(=CC=C12)C1=CC(=CC=2N=C(OC21)C)B(O)O [7-(4-AMINOCINNOLIN-7-YL)-2-METHYL-1,3-BENZOXAZOL-5-YL]BORONIC ACID FORMIC ACID SALT